phenethylalcohol C(CC1=CC=CC=C1)O